C(CCCCCCC\C=C/C[C@H](O)CCCCCC)(=O)O.OC[C@H](O)[C@@H](O)[C@H](O)[C@H](O)CO.C(CCCCCCC\C=C/C[C@H](O)CCCCCC)(=O)O.C(CCCCCCC\C=C/C[C@H](O)CCCCCC)(=O)O.OC[C@H](O)[C@@H](O)[C@H](O)[C@H](O)CO sorbitol sesquiricinoleate